3-[3-(5-Difluoromethyl-pyridin-2-yl)-5-methyl-3H-[1,2,3]triazol-4-ylmethoxy]-6-iodo-pyridazine FC(C=1C=CC(=NC1)N1N=NC(=C1COC=1N=NC(=CC1)I)C)F